C1=NCC2=C1CNC2 3,4,5,6-tetrahydropyrrolo[3,4-c]pyrrol